FC(C=1C=C(C=C(C1)C(F)(F)F)NC=1N(C2=NC(=NC=C2N1)NC1CCCC1)C1CCN(CC1)C(=O)OC(C)(C)C)(F)F tert-butyl 4-(8-((3,5-bis(trifluoromethyl)phenyl)amino)-2-(cyclopentylamino)-9H-purin-9-yl)piperidine-1-carboxylate